N1(C=CC=C1)C=1C=C(C=NC1)C(=O)N1CCCC2=CC=CC=C12 (5-(1H-Pyrrol-1-yl)pyridin-3-yl)(3,4-dihydroquinolin-1(2H)-yl)methanone